4,4-difluoro-pyrrolidine-2-carboxic acid FC1(CC(NC1)C(=O)O)F